1-(4-fluorophenyl)-6-Bocamino-2-oxo-1,2-dihydropyridine-3-carboxylic acid FC1=CC=C(C=C1)N1C(C(=CC=C1NC(=O)OC(C)(C)C)C(=O)O)=O